3-(5-(dimethylamino)-5,6-dihydro-4H-pyrrolo[3,2,1-ij]quinolin-1-yl)benzonitrile CN(C1CN2C3=C(C=CC=C3C1)C(=C2)C=2C=C(C#N)C=CC2)C